ICCC/C=C/CCCCCC(OCCCCC)OCCCCC (7E)-11-iodo-1,1-dipentyloxy-7-undecene